1-(1,3,4-thiadiazol-2-yl)cyclopropan-1-amine hydrochloride Cl.S1C(=NN=C1)C1(CC1)N